BrC1=NC=C(C=N1)OC1CN(C1)C(=O)OC(C)(C)C tert-butyl 3-[(2-bromopyrimidin-5-yl)oxy]azetidine-1-carboxylate